S1C=NC=C1C(=O)N1CC2(CNC2)C(C1)C(=O)NN 6-(thiazole-5-carbonyl)-2,6-diazaspiro[3.4]octane-8-carbohydrazide